methyl (S)-2-(3-(3-((tert-butoxycarbonyl)amino)propoxy)phenyl)-2-hydroxy-2-phenylacetate C(C)(C)(C)OC(=O)NCCCOC=1C=C(C=CC1)[C@](C(=O)OC)(C1=CC=CC=C1)O